C1CCC2=C(C=3CCCC3C=C12)NC(=O)N=S(=O)(N)C=1C=NN2C1OC(C2)CNC N'-((1,2,3,5,6,7-hexahydro-s-indacen-4-yl)carbamoyl)-2-((methylamino)methyl)-2,3-dihydropyrazolo[5,1-b]oxazole-7-sulfonimidamide